C1(CC1)OC1=CC=C(C=N1)C=O 6-(cyclopropoxy)pyridine-3-formaldehyde